4-{[(2R,7aS)-2-fluoro-hexahydropyrrolizin-7a-yl]methoxy}-N-hydroxy-6-[(3R)-3-hydroxy-3-methylpiperidin-1-yl]-1,3,5-triazine-2-carboximidamide F[C@@H]1C[C@@]2(CCCN2C1)COC1=NC(=NC(=N1)N1C[C@](CCC1)(C)O)C(NO)=N